C1(CC1)C(=O)N1CCC(CC1)CNC(CCC1=NC=2C(=NC=CC2)N1CC1=CC=C(C=C1)OC(F)(F)F)=O N-(1-Cyclopropanecarbonyl-piperidin-4-ylmethyl)-3-[3-(4-trifluoromethoxy-benzyl)-3H-imidazo[4,5-b]pyridin-2-yl]-propionamide